FC(F)(F)SC=1C=CC(=NC1)CC1CC2(CN(C2)C(=O)OC(C)(C)C)C1 tert-butyl 6-[[5-(trifluoromethylsulfanyl)-2-pyridinyl] methyl]-2-azaspiro[3.3]heptane-2-carboxylate